N-benzyl-2,3-diphenyl-1,2,4-thiadiazolium-5-amine C(C1=CC=CC=C1)NC1=NC(=[N+](S1)C1=CC=CC=C1)C1=CC=CC=C1